6-Chloro-N-[5-(2,2-difluoroethoxy)-4,6-dimethoxy-pyrimidin-2-yl]-7-(triazol-2-yl)-1H-indole-3-sulfonamide ClC1=CC=C2C(=CNC2=C1N1N=CC=N1)S(=O)(=O)NC1=NC(=C(C(=N1)OC)OCC(F)F)OC